[Mn].C(CNC(S)=S)NC(S)=S ethylenebis(dithiocarbamic acid) manganese